C12(OCC=3C=NC(=CC31)C(=O)[O-])COCC2 4,5-dihydro-2H,3'H-spiro[furan-3,1'-furo[3,4-c]pyridine]-6'-carboxylate